NC1=NC=CC=C1C1=NC=2C(=NC=CC2)N1C1=CC=C(CNC(OC(C)(C)C)=O)C=C1 tert-Butyl 4-(2-(2-aminopyridin-3-yl)-3H-imidazo[4,5-b]pyridin-3-yl)benzylcarbamate